(3,3-difluoroazetidin-1-yl)(1-(2,2-difluoroethyl)-3-(5-methylthiophene-2-yl)-1H-indazol-5-yl)methanone FC1(CN(C1)C(=O)C=1C=C2C(=NN(C2=CC1)CC(F)F)C=1SC(=CC1)C)F